NC1=NC=C(C=C1OCC1=C(C(=O)N)C=CC=C1)C1=CC=C(C=C1)NS(=O)(=O)C 2-[2-amino-5-(4-methanesulfonylamino-phenyl)-pyridin-3-yloxymethyl]-benzamide